CCC(CCC)OC1CO1 3-hexyloxyethyleneoxide